C(C)OC(=O)C1=NC2=C(C=C(C(=C2C(=C1)C)NC(=O)OC(C)(C)C)[N+](=O)[O-])[N+](=O)[O-] 4-methyl-5-tert-butoxycarbonylamino-6,8-dinitroquinoline-2-carboxylic acid ethyl ester